(S)-2-((5-(3-((9-amino-3-azaspiro[5.5]undecane-3-yl)methyl)pyrrolidin-1-yl)-1,2,4-triazine-6-yl)oxy)-N-ethyl-5-fluoro-N-isopropylbenzamide NC1CCC2(CCN(CC2)C[C@H]2CN(CC2)C=2N=CN=NC2OC2=C(C(=O)N(C(C)C)CC)C=C(C=C2)F)CC1